COC(CNCC1=CC(=CC=C1)C=1OC(=NN1)C=1C(=C(C=CC1)C1=CC=CC=C1)C)=O (3-(5-(2-methyl-[1,1'-biphenyl]-3-yl)-1,3,4-oxadiazol-2-yl)benzyl)glycine methyl ester